8-(1-hydroxyethyl)-3-methyl-4H-chromen-4-one OC(C)C=1C=CC=C2C(C(=COC12)C)=O